tert-butyl 6-(2-methoxy-2-oxoethyl)-2-azaspiro[3.3]heptane-2-carboxylate COC(CC1CC2(CN(C2)C(=O)OC(C)(C)C)C1)=O